spiro[cyclobutane-1,9'-fluorene] C1=CC=CC=2C3=CC=CC=C3C3(C12)CCC3